C1(=CC=CC=C1)[Fe]I phenyliodoiron